ClC=1C(=NC(=NC1)N[C@H](CO)C)C1=CC=2C(N(CCC2S1)C(C(=O)OC(C)(C)C)C)=O tert-Butyl 2-(2-(5-chloro-2-(((S)-1-hydroxypropan-2-yl)amino)pyrimidin-4-yl)-4-oxo-6,7-dihydrothieno[3,2-c]pyridin-5(4H)-yl)propionate